5-bromo-6-fluoro-N-[(3-fluoro-2-pyridyl)methyl]-1,1-dioxo-4H-1,2,4-benzothiadiazin-3-amine BrC1=C(C=CC2=C1NC(=NS2(=O)=O)NCC2=NC=CC=C2F)F